2-[1-Tert-butoxycarbonyl-4-[[1-(2,6-dioxo-3-piperidyl)-3-methyl-2-oxo-benzimidazol-5-yl]methyl]-4-piperidyl]acetic acid C(C)(C)(C)OC(=O)N1CCC(CC1)(CC1=CC2=C(N(C(N2C)=O)C2C(NC(CC2)=O)=O)C=C1)CC(=O)O